CSCC1=NN=CN1 ((methylthio)methyl)-4H-1,2,4-triazol